C(C=C)C=1C=C(C=CC1OC#N)C(C)(C)C1=CC(=C(C=C1)OC#N)CC=C 2,2-bis(3-allyl-4-cyanatophenyl)propane